NC=1C2=C(N=CN1)N(C=C2C=2NN=CC2)[C@H]2[C@@H]([C@@H]([C@H](C2)CNCCCNCCC2=CC=CC=C2)O)O (1R,2S,3R,5R)-3-[4-amino-5-(2H-pyrazol-3-yl)pyrrolo[2,3-d]pyrimidin-7-yl]-5-[({3-[(2-phenylethyl)amino]propyl}amino)methyl]cyclopentane-1,2-diol